N(=[N+]=[N-])C1=CC=C(C(=C1C#N)NC=1C=C2C(N(C=NC2=CC1)C)=O)Cl 6-azido-3-chloro-2-[(3-methyl-4-oxo-quinazolin-6-yl)amino]benzonitrile